FC1(CCC(CC1)C1=CC=C(C=C1)C1=CC=C(C=C1)ON1N=NC(=C1)C(=O)O)F ((4'-(4,4-difluorocyclohexyl)-[1,1'-biphenyl]-4-yl)oxy)-1H-1,2,3-triazole-4-carboxylic acid